2,4-dimethylthiazole-5-carbonyl isothiocyanate CC=1SC(=C(N1)C)C(=O)N=C=S